(S)-N-((S)-1-(5-(((S)-1,1-dimethyl-2,3-dihydro-1H-inden-2-yl)amino)pyridin-2-yl)-2,2,2-trifluoroethyl)-N-methyl-5-oxopyrrolidine-2-carboxamide CC1([C@H](CC2=CC=CC=C12)NC=1C=CC(=NC1)[C@@H](C(F)(F)F)N(C(=O)[C@H]1NC(CC1)=O)C)C